N-[(1S)-1-[4-(4-chloro-2,3,7,10-tetrazatricyclo[7.4.0.02,6]trideca-1(9),3,5,7-tetraen-10-yl)phenyl]-2,2,2-trifluoro-ethyl]-N-methyl-azetidine-3-carboxamide ClC1=NN2C=3CCCN(C3C=NC2=C1)C1=CC=C(C=C1)[C@@H](C(F)(F)F)N(C(=O)C1CNC1)C